COC[C@@H]1N(C[C@@H](C1)OS(=O)(=O)C)C(=O)OC(C)(C)C (2R,4R)-tert-butyl 2-(methoxymethyl)-4-((methylsulfonyl)oxy)pyrrolidine-1-carboxylate